NC1=NC=2C=CC(=CC2C2=C1N=C(N2)CCCC)N2CCN(CC2)CCOCCOCCOCCOCCOCCOCCOCCOCCOCCOCCOCCOCCC(=O)O 1-(4-(4-amino-2-butyl-1H-imidazo[4,5-c]quinolin-8-yl)piperazin-1-yl)-3,6,9,12,15,18,21,24,27,30,33,36-dodecaoxanonatriacontan-39-oic acid